NC=1C=C(C=C(C1)C(F)(F)F)[C@@H](C)NC=1C2=C(N=C(N1)C)C=NC(=C2)C=C (R)-N-(1-(3-amino-5-(trifluoromethyl)phenyl)ethyl)-2-methyl-6-vinylpyrido[3,4-d]pyrimidine-4-amine